Cl.COC1=C(CNCC)C=CC=C1 N-(2-methoxybenzyl)ethanamine hydrochloride